The molecule is an aliphatic aldoxime resulting from the formal condensation of 2-(methylsulfanyl)acetaldehyde with hydroxylamine. It is an aliphatic aldoxime and a methyl sulfide. It derives from a (methylsulfanyl)acetaldehyde. CSC/C=N/O